tert-butyl (2-((5-(1-(3,5-difluorophenyl)-3-(3,3-dimethylmorpholine-4-carbonyl)-7-methoxy-1,4-dihydrochromeno[4,3-c]pyrazol-8-yl)pyridin-3-yl)amino)-2-oxoethyl)carbamate FC=1C=C(C=C(C1)F)N1N=C(C2=C1C=1C=C(C(=CC1OC2)OC)C=2C=C(C=NC2)NC(CNC(OC(C)(C)C)=O)=O)C(=O)N2C(COCC2)(C)C